COC=1C=NN(C1)C1(CN(C1)C=1C=2N(C=CC1)N=C(N2)NC=2C=NN(C2)C)CC#N 2-[3-(4-methoxypyrazol-1-yl)-1-[2-[(1-methylpyrazol-4-yl)amino]-[1,2,4]triazolo[1,5-a]pyridin-8-yl]azetidin-3-yl]acetonitrile